1-[[3-(4-bromophenyl)-5-(trifluoromethyl)-4H-1,2-oxazol-5-yl]oxy]propan-2-one BrC1=CC=C(C=C1)C1=NOC(C1)(C(F)(F)F)OCC(C)=O